(R)-3,6-dichloro-N-(1-(4-methoxyphenyl)ethyl)-2-pyridinecarboxamide ClC=1C(=NC(=CC1)Cl)C(=O)N[C@H](C)C1=CC=C(C=C1)OC